[Cl-].C(CCCC)[N+](=C(N(CCC)CCC)N(CCC)CCC)CCCCC Dipentyltetrapropylguanidinium chlorid